N1(C=NC=C1)CC1(COC1)CNC1=C(C=C(C=C1)NC1=CC(=C(C=C1)Cl)F)C N1-((3-((1H-imidazol-1-yl)methyl)oxetan-3-yl)methyl)-N4-(4-chloro-3-fluorophenyl)-2-methylbenzene-1,4-diamine